ClC1=C(C=CC=C1)[C@H]1[C@H](CN(C1)CC(F)(F)F)C(=O)N1CCC(CC1)(C(=O)O)F 1-((3R,4R)-4-(2-chlorophenyl)-1-(2,2,2-trifluoroethyl)pyrrolidine-3-carbonyl)-4-fluoropiperidine-4-carboxylic acid